5-chloro-2-(2-fluoro-6-methoxyphenyl)-1,3-dimethylpyrrolo[2,3-c]pyridine ClC=1C=C2C(=CN1)N(C(=C2C)C2=C(C=CC=C2OC)F)C